The molecule is a member of the class of amino-nitrotoluenes that is 2,6-diaminotoluene bearing a nitro substituent at position 4. It has a role as a xenobiotic metabolite. CC1=C(C=C(C=C1N)[N+](=O)[O-])N